6,8-difluoro-3,4-dihydronaphthalene-1(2H)-one FC=1C=C2CCCC(C2=C(C1)F)=O